COC=1C=C2C(=NC(=NC2=CC1C#CCCN1CCCC1)N1CCN(CCC1)C)C(CN(C)C)N (6-methoxy-2-(4-methyl-1,4-diazepane-1-yl)-7-(4-(pyrrolidine-1-yl)-1-butyne-1-yl)quinazoline-4-yl)-N2,N2-dimethylethane-1,2-diamine